FC1=C(C=CC=C1)NC1=CC=C2C(=N1)NN=C2NC(C2=CC=C(C=C2)C2CCN(CC2)C)=O N-(6-((2-fluorophenyl)amino)-1H-pyrazolo[3,4-b]pyridin-3-yl)-4-(1-methylpiperidin-4-yl)benzamide